FC=1C=C(OC2=CC(=C(C=C2)NC(OCC=2C(=C3C(N(CC3=CC2)C2C(NC(CC2)=O)=O)=O)OCCOC)=O)F)C=CC1F [2-(2,6-dioxopiperidin-3-yl)-4-(2-methoxyethoxy)-3-oxo-2,3-dihydro-1H-isoindol-5-yl]methyl N-[4-(3,4-difluorophenoxy)-2-fluorophenyl]carbamate